2-[[(8R,8aR)-1,2,3,5,6,7,8,8a-Octahydroindolizin-8-yl]amino]oxazolo[4,5-b]pyridin C1CCN2CCC[C@H]([C@@H]12)NC=1OC=2C(=NC=CC2)N1